methyl 2-((2-(4-fluorophenyl)ethyl)sulfonamido)-5-((1-(4-((2-(4-fluorophenyl)ethyl)sulfonamido)-3-(methoxycarbonyl)benzyl)azetidin-3-yl)oxy)benzoate FC1=CC=C(C=C1)CCS(=O)(=O)NC1=C(C(=O)OC)C=C(C=C1)OC1CN(C1)CC1=CC(=C(C=C1)NS(=O)(=O)CCC1=CC=C(C=C1)F)C(=O)OC